N-(2-((Methylamino)methyl)quinolin-8-yl)-4-(trifluoromethyl)-benzenesulfonamide CNCC1=NC2=C(C=CC=C2C=C1)NS(=O)(=O)C1=CC=C(C=C1)C(F)(F)F